CCCCCCCCC/C=C\CCCCCCCC(=O)OC[C@H](COP(=O)(O)OC[C@@H](C(=O)O)N)OC(=O)CCCCCCC/C=C\C/C=C\C/C=C\CC 1-(9Z-nonadecenoyl)-2-(9Z,12Z,15Z-octadecatrienoyl)-glycero-3-phosphoserine